C(N)(=O)C1=NC=CC(=C1)NC(=O)C=1N(N=C2C(=CC=CC12)C)CC1CC(C1)(F)F N-(2-carbamoylpyridin-4-yl)-2-[(3,3-difluorocyclobutyl)methyl]-7-methylindazole-3-carboxamide